C(C)(C)(C)OC(=O)N1[C@H](C[C@@H](CC1)C(F)(F)F)C1=NC=CC=C1CN1C(NC(C2=C1C=CN2)=O)=C=S |r| Rac-(2r,4r)-2-(3-((4-oxo-2-thiocarbonyl-2,3,4,5-tetrahydro-1H-pyrrolo[3,2-d]pyrimidin-1-yl)methyl)pyridin-2-yl)-4-(trifluoromethyl)piperidine-1-carboxylic acid tert-butyl ester